C1(=CC=CC=C1)C1=C2C=CN(C(C2=CN=C1)=O)CC=1N=C2N(C=C(C=C2)CNC(C)(C)C2=CC=CC=C2)C1 5-phenyl-2-[(6-{[(2-phenylpropan-2-yl)amino]methyl}imidazo[1,2-a]pyridin-2-yl)methyl]-1,2-dihydro-2,7-naphthyridin-1-one